2,4,6-trichloro-5-(2-chloroethyl)pyrimidine ClC1=NC(=C(C(=N1)Cl)CCCl)Cl